N-(1-(3-chloro-phenyl)-2-hydroxyethyl)-1-(2-((2,2-difluoro-benzo[d][1,3]dioxol-5-yl)amino)-5-methylpyrimidin-4-yl)-1H-pyrrole-3-carboxamide ClC=1C=C(C=CC1)C(CO)NC(=O)C1=CN(C=C1)C1=NC(=NC=C1C)NC1=CC2=C(OC(O2)(F)F)C=C1